3-ethyl-1,5-hexadiene C(C)C(C=C)CC=C